BrC=1N=C2N(C=C(C(=C2)Cl)N)C1 bromo-7-chloroimidazo[1,2-a]pyridin-6-amine